CN1N=C2C(C(N(C3=C(C=CC=C23)N)C)C)=C1 2,4,5-trimethyl-4,5-dihydro-2H-pyrazolo[4,3-c]quinolin-6-amine